CC1=CC=2C(=NN(N2)C=2C(=CC3=C(OCO3)C2)O)C=C1 6-(5-methyl-2H-benzotriazol-2-yl)benzo[1,3]dioxol-5-ol